4-(1-(4-methoxybenzyl)-3-(methylcarbamoyl)-1H-indazol-6-yl)morpholine-2-carboxylic acid ethyl ester C(C)OC(=O)C1CN(CCO1)C1=CC=C2C(=NN(C2=C1)CC1=CC=C(C=C1)OC)C(NC)=O